2-(4-methoxybenzyl)-6-(thiophen-2-yl)pyridazin-3(2H)-one COC1=CC=C(CN2N=C(C=CC2=O)C=2SC=CC2)C=C1